BrC=1C(=NN(C1I)COCC[Si](C)(C)C)C(=O)OC methyl 4-bromo-5-iodo-1-((2-(trimethylsilyl)ethoxy) methyl)-1H-pyrazole-3-carboxylate